ClC1=C(C=CC=2N(N=NC21)CC)[C@H](CC(=O)[O-])C2=CC(=C(C=C2)C)CN2C[C@H](OC1=C(C2)C=CC=C1)CC (R)-3-(4-Chloro-1-ethyl-1H-benzo[d][1,2,3]triazol-5-yl)-3-(3-(((R)-2-ethyl-2,3-dihydrobenzo[f][1,4]oxazepin-4(5H)-yl)methyl)-4-methylphenyl)propanoate